FC1(C[C@@H](CC1)CO)F (R)-(3,3-difluorocyclopentyl)methanol